N-(3-(2-aminoquinazolin-6-yl)-2,4-dichlorophenyl)-5-chloro-2-methoxypyridine-3-sulfonamide NC1=NC2=CC=C(C=C2C=N1)C=1C(=C(C=CC1Cl)NS(=O)(=O)C=1C(=NC=C(C1)Cl)OC)Cl